NC1=NC=CC(=C1)C=1N(CC=CC1)C=1C(=NN(C1)C)C(N)=O 2'-amino-N-(3-carbamoyl-1-methyl-1H-pyrazol-4-yl)-[2,4'-bipyridine]